[Si](C)(C)(C(C)(C)C)OCCC(C#CC1(CN(C1)C(=O)OC(C)(C)C)OC)=C tert-Butyl 3-(5-((tert-butyldimethylsilyl)oxy)-3-methylenepent-1-yn-1-yl)-3-methoxyazetidine-1-carboxylate